3-((Dimethylamino)methyl)-4-(3-methoxyphenyl)-1-(methylsulfonyl)piperidin-4-ol hydrochloride Cl.CN(C)CC1CN(CCC1(O)C1=CC(=CC=C1)OC)S(=O)(=O)C